CC(CCN1C(CCCCC1)=O)CCCC(C)C 1-(3,7-dimethyloctyl)-azacycloheptan-2-one